1-{2-[5-({[4-(aminomethyl)phenyl]methyl}sulfanyl)-1-(furan-3-carbonyl)-4-methoxy-1H-pyrazol-3-yl]-3-methylazetidine-1-carbonyl}pyrrolidin-3-ol NCC1=CC=C(C=C1)CSC1=C(C(=NN1C(=O)C1=COC=C1)C1N(CC1C)C(=O)N1CC(CC1)O)OC